[C@H]1([C@H](C1)C(=O)NC=1C=CC(=NC1)C=1N=NN(C1NC(O[C@H](C)C=1C(=NC=C(C1)F)F)=O)C)C1CC1 (R)-1-(2,5-difluoropyridin-3-yl)ethyl (4-(5-((1R,2S)-[1,1'-bi(cyclopropane)]-2-carboxamido)pyridin-2-yl)-1-methyl-1H-1,2,3-triazol-5-yl)carbamate